C(C)(C)(C)OC(=O)N1C2(CC2)C(N(CC1=C=O)C(=O)OC(C)(C)C)=C=O 5,8-dicarbonyl-4,7-diazaspiro[2.5]octane-4,7-dicarboxylic acid di-tert-butyl ester